2-Ethoxy-3-(4-{2-[2-methyl-5-(4-methylthiophenyl)-pyrrol-1-yl]-ethoxy}-phenyl)-propionic acid Copper [Cu].C(C)OC(C(=O)O)CC1=CC=C(C=C1)OCCN1C(=CC=C1C1=CC=C(C=C1)SC)C